C=C1C(NC2=CC=CC=C12)=O 3-methyleneindolone